CC1=CCOS1(=O)=O 1-methyl-1-propene-1,3-sultone